(9H-fluoren-9-yl)methyl 1,2-dimethyl-2-((1-(3-oxo-3-(perfluorophenoxy)propyl)-1H-indol-2-yl)methyl)hydrazine-1-carboxylate CN(N(CC=1N(C2=CC=CC=C2C1)CCC(OC1=C(C(=C(C(=C1F)F)F)F)F)=O)C)C(=O)OCC1C2=CC=CC=C2C=2C=CC=CC12